methyl 7-methoxy-4-oxo-1,4-dihydroquinoline-6-carboxylate COC1=C(C=C2C(C=CNC2=C1)=O)C(=O)OC